O1N=CCC1=O isoxazol-5(4H)-one